CC1=NN(C(=C1)C)C1=NN(C(C=C1)=O)C1CCN(CC1)C1=NC2=CC=CC=C2C(=C1)C#N 2-[4-[3-(3,5-dimethylpyrazol-1-yl)-6-oxopyridazin-1-yl]piperidin-1-yl]quinoline-4-carbonitrile